FC(CC)(F)C1=CC=C(C=N1)C1=C(C(=O)OC)C=C(C=C1)NC(=O)C1(CC1)C1=CC=C(C=C1)C(F)(F)F Methyl 2-[6-(1,1-difluoropropyl) pyridin-3-yl]-5-[({1-[4-(trifluoromethyl) phenyl]cyclopropyl}carbonyl) amino]benzoate